(5-formyl-8-((methyl-d3)amino)-2,7-naphthyridin-3-yl)cyclopropanecarboxamide C(=O)C1=C2C=C(N=CC2=C(N=C1)NC([2H])([2H])[2H])C1(CC1)C(=O)N